5-ethyl-6-octyl-[1,2,4]triazol C(C)C(CCCC)C(CC)C1=NNC=N1